1-(tert-butyl)-3-(2-phenyl-1,2,3,4-tetrahydroquinoline-6-yl)urea C(C)(C)(C)NC(=O)NC=1C=C2CCC(NC2=CC1)C1=CC=CC=C1